C(CCOCCCN)N 4-oxa-1,7-heptanediamine